C[C@]12C3CC[C@@]4(C(CCC4C3CCC2C[C@@H](CC1)OC(C(C)(C)C)=O)[C@@H](CCC(=O)OCCCCCCCC\C=C/CCCCCCCC)C)C (Z)-octadec-9-en-1-yl (4R)-4-((3R,10S,13R)-10,13-dimethyl-3-(pivaloyloxy)hexadecahydro-1H-cyclopenta[a]phenanthren-17-yl)pentanoate